2-((5-(methyl-d3)-2-(6-(trifluoromethyl)pyridin-3-yl)-1H-imidazol-1-yl)methyl)phenol C(C1=CN=C(N1CC1=C(C=CC=C1)O)C=1C=NC(=CC1)C(F)(F)F)([2H])([2H])[2H]